5-(3-(4-(2,3-dichlorophenyl)piperazin-1-yl)propanoyl)-N,N-dimethylindoline-1-carboxamide ClC1=C(C=CC=C1Cl)N1CCN(CC1)CCC(=O)C=1C=C2CCN(C2=CC1)C(=O)N(C)C